C(CCCCCCC\C=C/CCCCCCCC)(=O)OCCCCCCCCCCCCCCCCCCCCCCCCCCCCCCCCCC cetylstearyl oleate